FC1(CCN(CC1)C)C=1N=NN(C1)[C@@H]1CC[C@H](CC1)C1=NN=C2N1CCCC2OC2=CC(=CC=C2)C(F)(F)F 3-{trans-4-[4-(4-Fluoro-1-methylpiperidin-4-yl)-1H-1,2,3-triazol-1-yl]cyclohexyl}-8-[3-(trifluoromethyl)phenoxy]-5,6,7,8-tetrahydro[1,2,4]triazolo[4,3-a]pyridine